COC([C@H]1N(C(CC1)=O)C(=O)OC(C)(C)C)=O Boc-L-Pyroglutamic acid methyl ester